BrC1=NN(C(=N1)OC1=CC(=CC=C1)Cl)CCC 3-bromo-5-(3-chlorophenoxy)-1-propyl-1H-1,2,4-triazole